ClC1=C(C=CC=C1)N[C@H](C)C1=CC=CC=C1 (R)-N-(o-chlorophenyl)-alpha-phenylethylamine